3-(6-amino-1-(2-fluoro-4-nitrobenzyl)-1H-pyrazolo[3,4-d]pyrimidin-4-yl)-2-fluorobenzonitrile NC1=NC(=C2C(=N1)N(N=C2)CC2=C(C=C(C=C2)[N+](=O)[O-])F)C=2C(=C(C#N)C=CC2)F